(9H-fluoren-9-yl)methyl (S)-2-(hydroxymethyl)pyrrolidine-1-carboxylate OC[C@H]1N(CCC1)C(=O)OCC1C2=CC=CC=C2C=2C=CC=CC12